FC(F)(F)SSCC ethyl (trifluoromethyl) disulfide